FC(C)(F)C1=CN=C(S1)COC1=CC=CC(=N1)C1=CC(=C(CC2=NC3=C(N2C[C@H]2OCC2)C=C(C=C3F)C(=O)O)C=C1F)F (S)-2-(4-(6-((5-(1,1-difluoroethyl)thiazol-2-yl)methoxy)pyridin-2-yl)-2,5-difluorobenzyl)-4-fluoro-1-(oxetan-2-ylmethyl)-1H-benzo[d]imidazole-6-carboxylic acid